bismuth-holmium-thulium-germanium [Ge].[Tm].[Ho].[Bi]